BrC=1C(=C2C(=NC1)N=C(N2)C2=C(N(C(=C2)C)C2=CC(=CC=C2)OCCOC)C)N[C@@H]2CN(CC2)S(=O)(=O)CC (S)-6-bromo-N-(1-(ethylsulfonyl)pyrrolidine-3-yl)-2-(1-(3-(2-methoxyethoxy)phenyl)-2,5-dimethyl-1H-pyrrol-3-yl)-1H-imidazo[4,5-b]pyridine-7-amine